5-(1-Azabicyclo[3.3.1]nonan-5-yloxy)-2-methyl-N-(1-(7-vinylquinolin-5-yl)cyclopropyl)benzamide N12CCCC(CCC1)(C2)OC=2C=CC(=C(C(=O)NC1(CC1)C1=C3C=CC=NC3=CC(=C1)C=C)C2)C